NCC1=NN=C(C2=CC(=CC=C12)N1CCOCC1)N[C@H](C)C1=C(C(=CC=C1)C(F)(F)F)C (R)-4-(aminomethyl)-N-(1-(2-methyl-3-(trifluoromethyl)phenyl)ethyl)-7-morpholinophthalazin-1-amine